((1R,3S,5s,7s)-5-(4-methoxyphenyl)adamantan-2-yl)methanol COC1=CC=C(C=C1)C12C[C@H]3C([C@H](CC(C1)C3)C2)CO